COC(=O)C1=CC2=C(N(C(=N2)C=2N3CCN(C4=CC=CC(C2)=C34)C(COC(C)=O)=O)C)C(=C1)OC 2-[9-(2-Acetoxyacetyl)-1,9-diazatricyclo[6.3.1.04,12]dodeca-2,4(12),5,7-tetraen-2-yl]-7-methoxy-1-methyl-benzimidazole-5-carboxylic acid methyl ester